N-((S)-1-(6-((R)-Cyclopropyl(2-(3,3-difluorocyclobutyl)acetamido)methyl)-1H-benzo[d]imidazol-2-yl)-4,4-difluoro-3,3-dimethylbutyl)-1-isopropyl-1H-pyrazole-5-carboxamide C1(CC1)[C@H](C=1C=CC2=C(NC(=N2)[C@H](CC(C(F)F)(C)C)NC(=O)C2=CC=NN2C(C)C)C1)NC(CC1CC(C1)(F)F)=O